2-(3,5-dimethyl-2-(3-morpholinylpropyl)phenoxy)benzonitrile CC=1C(=C(OC2=C(C#N)C=CC=C2)C=C(C1)C)CCCN1CCOCC1